9-(4-(4-nitrophenyl)piperazin-1-yl)-3-azaspiro[5.5]undecane [N+](=O)([O-])C1=CC=C(C=C1)N1CCN(CC1)C1CCC2(CCNCC2)CC1